p-tertiary butylbenzoic acid C(C)(C)(C)C1=CC=C(C(=O)O)C=C1